FC1=C(CCN2CCOC3=C(C2=O)C=CC(=C3)C3=CC(=CC=C3)OC(F)(F)F)C=CC=C1 4-(2-fluorophenethyl)-8-(3-(trifluoromethoxy)phenyl)-3,4-dihydrobenzo[f][1,4]oxazepin-5(2H)-one